C[C@@H]1CC[C@H](NC1)C1=CC2=C(N=CS2)C=C1 6-[(2S,5R)-5-methyl-2-piperidyl]-1,3-Benzothiazole